[C@H]12N(C[C@H](NC1)C2)C2=CC(=C(C=C2)NC2=NC=C(C(=N2)C2=CC1=C(OCCCS1(=O)=O)S2)C(F)(F)F)C2CC2 2-(2-((4-((1R,4R)-2,5-diazabicyclo[2.2.1]heptan-2-yl)-2-cyclopropylphenyl)amino)-5-(trifluoromethyl)pyrimidin-4-yl)-6,7-dihydro-5H-thieno[2,3-b][1,4]oxathiepine 4,4-dioxide